1,2,3-trimethylmercaptobenzene CSC1=C(C(=CC=C1)SC)SC